C(#N)CN1C=NC(=C1NC(C1=CC(=CC(=C1)C(F)(F)F)F)=O)C=O N-(1-(cyanomethyl)-4-formyl-1H-imidazol-5-yl)-3-fluoro-5-(trifluoromethyl)benzamide